CSC1=NNC2=CC=C(C=C12)N1C(C(=CC2=CC=CC(=C12)C(=O)N)C(=O)N)=O (3-(methylthio)-1H-indazol-5-yl)-2-oxo-1,2-dihydroquinoline-3,8-dicarboxamide